hexyl sulfate, sodium salt [Na+].S(=O)(=O)(OCCCCCC)[O-]